(S)-3-((3-(ethoxymethyl)-3-(2-(5-methylthiophen-3-yl)ethyl)pyrrolidin-1-yl)methyl)-2,6-dimethylpyridine C(C)OC[C@@]1(CN(CC1)CC=1C(=NC(=CC1)C)C)CCC1=CSC(=C1)C